IC1=CN=C2N1C=CC(=C2)C=O 3-IODO-IMIDAZO[1,2-A]PYRIDIN-7-CARBALDEHYDE